1-(1-((Butoxycarbonyl)oxy)-2-methylpropyl)-5-(4-(hexyloxy)-1,2,5-thiadiazol-3-yl)-1-methyl-1,2,3,6-tetrahydropyridin-1-ium iodide [I-].C(CCC)OC(=O)OC(C(C)C)[N+]1(CCC=C(C1)C1=NSN=C1OCCCCCC)C